N-ethyl-1-(4-methoxyphenyl)propan-2-amine C(C)NC(CC1=CC=C(C=C1)OC)C